C(C)C1=NC(=NC=C1OC1=CC=C(C=N1)CNC=1N=C2N([C@@](C(N3C2=C(N1)CCC3)=O)(C)[C@H](C)O)C)C(F)(F)F (S)-2-(((6-((4-ethyl-2-(trifluoromethyl)pyrimidin-5-yl)oxy)pyridin-3-yl)methyl)amino)-5-((S)-1-hydroxyethyl)-4,5-dimethyl-4,5,9,10-tetrahydro-6H,8H-pyrido[3,2,1-de]pteridin-6-one